N[C@H]1CS(C2=C(N(C1=O)CC1=CC=C(C=C1)Cl)C=C(C(=C2)F)C=2OC(=NN2)C2CN(CC(C2)(F)F)CC)(=O)=O (3R)-3-amino-5-[(4-chlorophenyl)methyl]-7-[5-(1-ethyl-5,5-difluoro-3-piperidyl)-1,3,4-oxadiazol-2-yl]-8-fluoro-1,1-dioxo-2,3-dihydro-1lambda6,5-benzothiazepin-4-one